ClC1=CC=C(C=C1)C=1N=C2C(=NC1)N=C(S2)N2CC=C(C=C2C#N)C2=C(C=CC=C2)OC N-(6-(4-chlorophenyl)thiazolo[4,5-b]pyrazin-2-yl)-6-cyano-4-(2-methoxyphenyl)pyridine